3-{[2-(4-chlorophenyl)imidazo[1,2-a]pyrimidin-3-yl]methyl-3,8-diazabicyclo[3.2.1]oct-8-yl}[6-(methylsulfanyl)pyridin-2-yl]methanone ClC1=CC=C(C=C1)C=1N=C2N(C=CC=N2)C1CC12CNCC(CC1)N2C=2C(=NC(=CC2)SC)C=O